N-(3-((2-(((1S,2R)-2-aminocyclohexyl)amino)-9-isopropyl-9H-purin-6-yl)amino)-5-chlorophenyl)acetamide N[C@H]1[C@H](CCCC1)NC1=NC(=C2N=CN(C2=N1)C(C)C)NC=1C=C(C=C(C1)Cl)NC(C)=O